COC=1C=C(C=CC1OC)C1=NC2=C(N1)C=CC=C2F 2-(3,4-dimethoxyphenyl)-4-fluoro-1H-benzo[d]imidazole